C(C)N(C(=O)C1CN(C2CN3C4=C(C2=C1)C=CC(=C4C=C3)F)C)CC Racemic-N,N-diethyl-3-fluoro-8-methyl-7a,8,9,10-tetrahydro-7H-indolo[7,1-fg][1,7]naphthyridine-10-carboxamide